2-((1r,4r)-4-(2-(4-(4-formylbenzoyl)phenyl)imidazo[4,5-d]Pyrrolo[2,3-b]Pyridin-1(6H)-yl)cyclohexyl)acetonitrile C(=O)C1=CC=C(C(=O)C2=CC=C(C=C2)C2=NC=3C(=C4C(=NC3)NC=C4)N2C2CCC(CC2)CC#N)C=C1